hydroxy-9-fluorenone OC1=CC=CC=2C3=CC=CC=C3C(C12)=O